OC(C)CC(CCCC)OCCCOC1=NC(=NC(=N1)C1=C(C=C(C=C1)C)C)C1=C(C=C(C=C1)C)C 2-(2-hydroxy-4-octyloxypropoxy)-4,6-bis(2,4-xylyl)-1,3,5-triazine